N,N-diphenyl-4-(2,5-dimethyl-1H-pyrrole-1-yl)aniline tert-butyl-7-(3-aminopropyl)-2,7-diazaspiro[3.5]nonane-2-carboxylate C(C)(C)(C)OC(=O)N1CC2(C1)CCN(CC2)CCCN.C2(=CC=CC=C2)N(C2=CC=C(C=C2)N2C(=CC=C2C)C)C2=CC=CC=C2